1-phenyl-5-(trifluoromethyl)-1H-imidazole-4-carboxamide C1(=CC=CC=C1)N1C=NC(=C1C(F)(F)F)C(=O)N